3-(4-fluoro-2',5,6'-trimethyl-[1,1'-biphenyl]-3-yl)propionic acid ethyl ester C(C)OC(CCC=1C=C(C=C(C1F)C)C1=C(C=CC=C1C)C)=O